N-(3-chloro-2-methylphenyl)-2-[(2R)-5-oxopyrrolidin-2-yl]-6-({[2-(trifluoromethyl)phenyl]carbonyl}amino)-1H-benzoimidazole-4-carboxamide ClC=1C(=C(C=CC1)NC(=O)C1=CC(=CC=2NC(=NC21)[C@@H]2NC(CC2)=O)NC(=O)C2=C(C=CC=C2)C(F)(F)F)C